7-(1H-pyrazol-4-yl)-8,9,10,11-tetrahydro-3H-pyrrolo[3,4-a]phenanthridine-9-carbonitrile N1N=CC(=C1)C1=NC2=CC=C3C(=C2C=2CCC(CC12)C#N)C=NC3